4-chloro-7-[(4-methoxyphenyl)methoxy]-7-methyl-6,7-dihydro-5H-cyclopenta[b]pyridine ClC1=C2C(=NC=C1)C(CC2)(C)OCC2=CC=C(C=C2)OC